C(CCCCCCCCCCCCCCC(C)C)(=O)[O-] Isostearate